(S)-2-amino-3-(3'-methyl-[1,1'-biphenyl]-3-yl)propanoic acid N[C@H](C(=O)O)CC=1C=C(C=CC1)C1=CC(=CC=C1)C